phosphorane dichloride [Cl-].[Cl-].[PH5]